C(=O)O.C(C(C)C)N1C[C@@H](C[C@H](C1)C)OC=1C=C2CN(C(C2=CC1)=O)C1C(NC(CC1)=O)=O 3-(5-(((3R,5R)-1-isobutyl-5-methylpiperidin-3-yl)oxy)-1-oxoisoindolin-2-yl)piperidine-2,6-dione formate salt